OC=1C=C2CCN(CC2=CC1OC)CCC=1SC(=CC1)[N+](=O)[O-] 6-hydroxy-7-methoxy-2-(2-(5-nitro-thiophen-2-yl)-ethyl)-1,2,3,4-tetrahydroisoquinoline